2-(6-Methoxyquinolin-4-yl)-1-(6-methylpyridin-2-yl)ethan-1-one COC=1C=C2C(=CC=NC2=CC1)CC(=O)C1=NC(=CC=C1)C